NC1=C(C=C(C=C1C#N)C1=CC=NC=C1)C1=C(C(=CC=C1C)O)C 2-amino-3'-hydroxy-2',6'-dimethyl-5-(pyridin-4-yl)-[1,1'-biphenyl]-3-carbonitrile